(1S,4R)-4-((diphenylmethylene)amino)cyclopent-2-ene-1-carboxylic acid methyl ester COC(=O)[C@@H]1C=C[C@@H](C1)N=C(C1=CC=CC=C1)C1=CC=CC=C1